FC(C1=NN=C(S1)C1=CN=C2N1C=C(C=C2N2CCN(CC2)C(C(C)C)=O)S(=O)(=O)N(CC2=CC=C(C=C2)OC)C2(CC2)CF)F 3-(5-(difluoromethyl)-1,3,4-thiadiazol-2-yl)-N-(1-(fluoromethyl)cyclopropyl)-8-(4-isobutyrylpiperazin-1-yl)-N-(4-methoxybenzyl)imidazo[1,2-a]pyridine-6-sulphonamide